(4aR,8aS)-6-[7-[[3-(trifluoromethyl)-1H-pyrazolo[4,3-c]pyridin-6-yl]methyl]-2-azaspiro[3.5]nonane-2-carbonyl]-4,4a,5,7,8,8a-hexahydropyrido[4,3-b][1,4]oxazin-3-one FC(C1=NNC2=C1C=NC(=C2)CC2CCC1(CN(C1)C(=O)N1C[C@@H]3[C@@H](OCC(N3)=O)CC1)CC2)(F)F